[Br-].ClCCCCCCCCC=CC[P+](C1=CC=CC=C1)(C1=CC=CC=C1)C1=CC=CC=C1 (11-chloro-2-undecenyl)triphenylphosphonium bromide